1-(((5,6-difluoro-1H-indol-2-yl)methyl)(methyl)amino)-8,9-difluoro-1,5-dihydro-2H-pyrano[3,4-c]isoquinolin-6(4H)-one FC=1C=C2C=C(NC2=CC1F)CN(C1COCC=2NC(C=3C=C(C(=CC3C21)F)F)=O)C